C(C)C=1C(=C(C=C(C1)C)O)I 3-ethyl-2-iodo-5-methyl-phenol